octan-2-yl 19-hydroxy-11-oxononadecanoate OCCCCCCCCC(CCCCCCCCCC(=O)OC(C)CCCCCC)=O